BrC=1C2=C(C=NC1OC)C=C(N2)C 7-bromo-6-methoxy-2-methyl-1H-pyrrolo[3,2-c]pyridine